(S)-2-((R)-2-hydroxybutyrylamino)-4-methyl-N-((S)-3-oxo-1-((S)-2-oxopyrrolidin-3-yl)-4-(trifluoromethoxy)butan-2-yl)pentanamide O[C@@H](C(=O)N[C@H](C(=O)N[C@@H](C[C@H]1C(NCC1)=O)C(COC(F)(F)F)=O)CC(C)C)CC